NC1=NC=CC=C1C1=NC=2C(=NC(=CC2)C2=CC=CC=C2)N1C1=CC=C(CN2C[C@@]3(CCN(C3)C=3C(C(C3OC)=O)=O)CC2)C=C1 (S)-3-(7-(4-(2-(2-aminopyridin-3-yl)-5-phenyl-3H-imidazo[4,5-b]pyridin-3-yl)benzyl)-2,7-diazaspiro[4.4]nonan-2-yl)-4-methoxycyclobut-3-ene-1,2-dione